P(=O)(O)(O)O.FC=1C=C(C=CC1C=1C=NC(=CC1)C=1N=NN(N1)C=C)N1C(O[C@H](C1)C(CF)O)=O (R)-3-(3-fluoro-4-(6-(2-vinyl-2H-tetrazol-5-yl)pyridin-3-yl)phenyl)-5-(1-hydroxy-2-fluoro-ethyl)oxazolidin-2-one phosphate